ClC=1C=C(C=NC1)C1=CC(=C(C=C1C)NC(C(C)(C)C=1N=C(SC1)NS(=O)(=O)C1CC1)=O)C N-(4-(5-chloropyridin-3-yl)-2,5-dimethylphenyl)-2-(2-(cyclopropanesulfonamido)thiazol-4-yl)-2-methylpropanamide